(naphthalen-2-yl)methanone hydrochloride salt Cl.C1=C(C=CC2=CC=CC=C12)C=O